(S)-N-(5-(2-(2-aminopyridin-3-yl)-5-(1H-pyrazol-1-yl)-3H-imidazo[4,5-b]pyridin-3-yl)-2,3-dihydro-1H-inden-1-yl)-2-azido-3-fluoro-5-formyl-4-hydroxybenzamide NC1=NC=CC=C1C1=NC=2C(=NC(=CC2)N2N=CC=C2)N1C=1C=C2CC[C@@H](C2=CC1)NC(C1=C(C(=C(C(=C1)C=O)O)F)N=[N+]=[N-])=O